3-(1-acryloylpiperidin-4-ylamino)-4-(3,5-dimethoxyphenylethynyl)-1H-pyrazolo[3,4-d]pyrimidine C(C=C)(=O)N1CCC(CC1)NC1=NNC2=NC=NC(=C21)C#CC2=CC(=CC(=C2)OC)OC